N-((1s,3s)-3-aminocyclobutyl)-4-((3-(2,3-difluoro-4-methoxyphenyl)imidazo[1,2-a]pyrazin-8-yl)amino)-2-methylbenzamide NC1CC(C1)NC(C1=C(C=C(C=C1)NC=1C=2N(C=CN1)C(=CN2)C2=C(C(=C(C=C2)OC)F)F)C)=O